octadecadien-1-amine C(=CC=CCCCCCCCCCCCCCC)N